BrC1=C(N(N=C1)C)C=1C=C(C=CC1OC)NC(=O)NC1=C(C=C(C=C1)Cl)N1CCOCC1 1-[3-(4-Bromo-2-methyl-2H-pyrazol-3-yl)-4-methoxy-phenyl]-3-(4-chloro-2-morpholin-4-yl-phenyl)-urea